N1=C2N(N=C1C(=O)OCC)CCC21CCOCC1 ethyl 2,3,5,5',6,6'-hexahydrospiro[pyran-4,7'-pyrrolo[1,2-b][1,2,4]triazole]-2'-carboxylate